C(C)C(C(=O)[O-])(C(=O)[O-])C(C)C 2-ethyl-2-isopropylmalonate